4-bromo-2-(4-methyl-1-piperidyl)benzaldehyde BrC1=CC(=C(C=O)C=C1)N1CCC(CC1)C